CSC1(CC1)C1=CC(NC(N1)=S=O)=O 6-[1-(methylsulfanyl)cyclopropyl]-2-sulfinyl-2,3-dihydro-4(1H)-pyrimidinone